CN(C=1N=C2C(C(=C(N(C2=CC1F)CC(=O)OCC)CC)N1CCN(CC1)C(=O)OC(C)(C)C)=O)C tert-butyl 4-[6-(dimethylamino)-1-(2-ethoxy-2-oxo-ethyl)-2-ethyl-7-fluoro-4-oxo-1,5-naphthyridin-3-yl]piperazine-1-carboxylate